2-Benzyl-N-(3,3,3-trifluoropropyl)-1H-benzimidazole-5-carboxamide C(C1=CC=CC=C1)C1=NC2=C(N1)C=CC(=C2)C(=O)NCCC(F)(F)F